CC(=O)NC1=CC=CC=C1C=O N-(2-formylphenyl)acetamide